OC1=C(C=C(C=C1)C1=CCC(C=C1)(C1=CC=CC=C1)O)C(C)(C)C 4,4'-dihydroxy-3-tert-butyl-p-terphenyl